Nε-Carboxymethyl-lysine C(=O)(O)CNCCCC[C@H](N)C(=O)O